6,8-dimethylindolo[1,2-a]quinoxaline CC=1C=2N(C=3C=CC=CC3N1)C1=CC=CC(=C1C2)C